O1CCN(CC1)C1=C2C(=NC(=N1)C=1C=C3C=CN(C3=CC1)CCCCN)N(N=C2)C2CCN(CC2)CC=2C=NC=CC2 4-(5-(4-morpholino-1-(1-(pyridin-3-ylmethyl)piperidin-4-yl)-1H-pyrazolo[3,4-d]pyrimidin-6-yl)-1H-indol-1-yl)butan-1-amine